NC([C@H](C[C@H]1C(NC(C1)(C)C)=O)NC([C@H](CC1CC1)NC(=O)C=1NC2=CC(=C(C=C2C1)F)Cl)=O)=O N-[(1S)-2-[[(1S)-2-amino-1-[[(3R)-5,5-dimethyl-2-oxo-pyrrolidin-3-yl]methyl]-2-oxo-ethyl]amino]-1-(cyclopropylmethyl)-2-oxo-ethyl]-6-chloro-5-fluoro-1H-indole-2-carboxamide